ClCCC(=O)NC1=C(C=C(C=C1)S(=O)(=O)N(C1=C(N=CS1)C(=O)O)CC1=CC=C(C=C1)OC)F 5-[[4-(3-Chloropropioylamino)-3-fluoro-phenyl]sulfonyl-[(4-methoxyphenyl)methyl]amino]thiazole-4-carboxylic acid